1-[1-methyl-7-(4-oxocyclohexyl)indazol-3-yl]hexahydropyrimidine-2,4-dione ((2-((tert-butyldimethylsilyl)oxy)ethyl)azanediyl)bis(propane-3,1-diyl) bis(4-(didecylamino)butanoate) C(CCCCCCCCC)N(CCCC(=O)OCCCN(CCCOC(CCCN(CCCCCCCCCC)CCCCCCCCCC)=O)CCO[Si](C)(C)C(C)(C)C)CCCCCCCCCC.CN1N=C(C2=CC=CC(=C12)C1CCC(CC1)=O)N1C(NC(CC1)=O)=O